sodium 4-(decanoyloxy)benzene-1-sulfonate C(CCCCCCCCC)(=O)OC1=CC=C(C=C1)S(=O)(=O)[O-].[Na+]